dimethyl 2,3-dicyclopentyl-2-cyano-butanedioate C1(CCCC1)C(C(=O)OC)(C(C(=O)OC)C1CCCC1)C#N